pent-4-en-1-one C(CCC=C)=O